CC1=NC=C(C(=O)N)C=C1 6-methyl-nicotinamide